2-(ethoxymethyl)-5-oxido-1-(2-trimethylsilylethoxymethyl)imidazo[4,5-c]quinolin-5-ium-4-amine C(C)OCC=1N(C2=C(C(=[N+](C=3C=CC=CC23)[O-])N)N1)COCC[Si](C)(C)C